CN(C(=O)[C@@H]1C[C@@H](CN1)SC1=C(N2C([C@@H]([C@H]2[C@H]1C)[C@@H](C)NC(C(C)(N1N=NN=C1)C)=O)=O)C(=O)O)C (4R,5S,6R)-3-((3S,5S)-5-(dimethylcarbamoyl)pyrrolidin-3-ylthio)-4-methyl-6-((R)-1-(2-methyl-2-(1H-tetrazol-1-yl)propanamido)ethyl)-7-oxo-1-azabicyclo[3.2.0]hept-2-ene-2-carboxylic acid